C1(=CC=CC=C1)C1=NC(=NC(=N1)C1=CC=CC=C1)C=1C(=C(C#N)C(=C(C1N1C2=C(C=3C=CC=CC13)N=CC=C2)N2C1=C(C=3C=CC=CC23)N=CC=C1)N1C2=C(C=3C=CC=CC13)N=CC=C2)N2C1=C(C=3C=CC=CC23)N=CC=C1 3-(4,6-diphenyl-1,3,5-triazin-2-yl)-2,4,5,6-tetrakis(5H-pyrido[3,2-b]indol-5-yl)benzonitrile